BrC1=CC=C(C(=N1)CN([C@H](C)C1(CC1)O)CC1=CC=C(C=C1)OC)F 1-[(1R)-1-{[(6-Bromo-3-fluoropyridin-2-yl)methyl](4-methoxybenzyl)amino}ethyl]cyclopropanol